C12CN(CC2C1)C=1C(=NC2=CC(=CC(=C2N1)[C@@H](C)NC1=C(C(=O)O)C=CC=C1)C)C#N 2-(((1R)-1-(3-(3-azabicyclo[3.1.0]hexan-3-yl)-2-cyano-7-methylquinoxalin-5-yl)ethyl)amino)benzoic acid